tert-butyl 2-(2-(2-isopropylphenyl)-4-(4-(trifluoromethoxy)benzyl) piperazin-1-yl)-7-azaspiro[3.5]nonane-7-carboxylate C(C)(C)C1=C(C=CC=C1)C1N(CCN(C1)CC1=CC=C(C=C1)OC(F)(F)F)C1CC2(C1)CCN(CC2)C(=O)OC(C)(C)C